C(#N)C1=C(C(=NC(=C1)CC1=CC(=CC(=C1)Cl)Cl)C(CCC(=O)O)=O)O 4-[4-Cyano-6-(3,5-dichloro-benzyl)-3-hydroxy-pyridin-2-yl]-4-oxo-butyric acid